FC1=C(C(=CC=C1)OC)N1C(C=2N=C(N=C(C2C1)N1[C@H](CN(CC1)C(=O)OC(C)(C)C)C)S(=O)(=O)C)=O tert-butyl (S)-4-(6-(2-fluoro-6-methoxyphenyl)-2-(methylsulfonyl)-7-oxo-6,7-dihydro-5H-pyrrolo[3,4-d]pyrimidin-4-yl)-3-methylpiperazine-1-carboxylate